C(CCCCCCCCCCC)OS(=O)(=O)[O-].[NH4+].FC(C1(N=NC(=C1CCO)C(F)(F)F)CCO)(F)F.[Na] sodium 3,5-bis(trifluoromethyl)pyrazoledi-ethanol ammonium lauryl-sulfate